C1(CC1)C1=CC(=CC2=C1N=C(S2)N2[C@@H]1C[C@H]([C@H](C2=O)C1)OCC=1C(=NOC1C1CC1)C1=C(C=CC=C1Cl)Cl)C(=O)O 4-cyclopropyl-2-[(1s,4r,5r)-5-{[5-cyclopropyl-3-(2,6-dichlorophenyl)-1,2-oxazol-4-yl]methoxy}-3-oxo-2-azabicyclo[2.2.1]heptan-2-yl]-1,3-benzothiazole-6-carboxylic acid